The molecule is a HPETE that consists of (6E,8Z,11Z,14Z)-icosatetraenoic acid in which the hydroperoxy group is located at position 5. It has a role as a human xenobiotic metabolite. It is a conjugate acid of a 5-HPETE(1-). CCCCC/C=C\\C/C=C\\C/C=C\\C=C\\C(CCCC(=O)O)OO